C(C1=CC=CC=C1)OC(=O)N1CCN(CC1)CC(F)(F)C1CCN(CC1)CC1CCN(CC1)C1=C2C(N(C(C2=CC=C1)=O)C1C(NC(CC1)=O)=O)=O 4-[2-[1-[[1-[2-(2,6-dioxo-3-piperidinyl)-1,3-dioxo-isoindolin-4-yl]-4-piperidinyl]methyl]-4-piperidinyl]-2,2-difluoro-ethyl]piperazine-1-carboxylic acid benzyl ester